COC=1C=C2C(=CC=NC2=CC1OC1CCN(CC1)C(C)=O)OC1=CC=C(C=C1)NNC(=O)N N-(4-((6-methoxy-7-((1-acetylpiperidin-4-yl)oxy)quinolin-4-yl)oxy)phenyl)semicarbazide